FC1=CC=C(CN2C=NC3=C2C=C(C=C3NS(=O)(=O)CC)C3=CN(C2=C(N=CC=C23)O)C)C=C1 N-(1-(4-fluorobenzyl)-6-(7-hydroxy-1-methyl-1H-pyrrolo[2,3-c]pyridin-3-yl)-1H-benzo[d]imidazol-4-yl)ethanesulfonamide